NC(CC1=CC=C(C=C1)C[C@@H](C(=O)OC)C)=O Methyl (S)-3-(4-(2-amino-2-oxoethyl)phenyl)-2-methylpropanoate